NC1=C(C=C(C=N1)NC(C(=O)N1[C@@H](CC([C@H](C1)C)(F)F)C1=CC(=C(C=C1)F)F)=O)CC N-(6-amino-5-ethyl-3-pyridyl)-2-[(2S,5S)-2-(3,4-difluorophenyl)-4,4-difluoro-5-methyl-1-piperidyl]-2-oxo-acetamide